CCCC(=O)[O-].[Na+] sodium 3-methylpropanoate